N-(4-(2-amino-5-(1-methyl-1H-pyrazol-4-yl)pyridin-3-yl)-2,5-difluorophenyl)-6-cyano-5-(4-fluorophenyl)-1-isopropyl-4-oxo-1,4-dihydropyridine-3-carboxamide NC1=NC=C(C=C1C1=CC(=C(C=C1F)NC(=O)C1=CN(C(=C(C1=O)C1=CC=C(C=C1)F)C#N)C(C)C)F)C=1C=NN(C1)C